4-[7-fluoro-3-{4-[(4-fluorobenzyl)oxy]-3-methoxybenzyl}-6-[2-fluoro-1-(fluoromethyl)ethoxy]-2,4-dioxo-3,4-dihydroquinazolin-1(2H)-yl]piperidine-1-carbaldehyde FC1=C(C=C2C(N(C(N(C2=C1)C1CCN(CC1)C=O)=O)CC1=CC(=C(C=C1)OCC1=CC=C(C=C1)F)OC)=O)OC(CF)CF